dichlorotriphenyl-λ5-phosphane ClP(C1=CC=CC=C1)(C1=CC=CC=C1)(C1=CC=CC=C1)Cl